silanic hydride [SiH2]=O